N1CC(CCC1)NC1=NC=C(C(=N1)C1=CNC=2C(NCCC21)=O)C(F)(F)F 3-{2-[(piperidin-3-yl)amino]-5-(trifluoromethyl)pyrimidin-4-yl}-1H,4H,5H,6H,7H-pyrrolo[2,3-c]pyridin-7-on